ClC1=C(C=C(C=C1)[C@H]1[C@@H](CN(C1)CCOC)NC(=O)NC=1N(NC(C1C)=O)C1=CC=CC=C1)F 1-((trans)-4-(4-chloro-3-fluorophenyl)-1-(2-methoxyethyl)pyrrolidin-3-yl)-3-(4-methyl-5-oxo-2-phenyl-2,5-dihydro-1H-pyrazol-3-yl)urea